CCCCC/C=C\CCCCCCCC(=O)OC[C@H](COP(=O)(O)OC[C@@H](C(=O)O)N)OC(=O)CCCCCCCCC/C=C\C/C=C\CCCCC 1-(9Z-pentadecenoyl)-2-(11Z,14Z-eicosadienoyl)-glycero-3-phosphoserine